C(C)OC1=CN=CC(=N1)C1=CC=C(C(=O)O)C=C1 4-(6-ethoxypyrazin-2-yl)benzoic acid